6-bromo-4-(2-hydroxyethoxy)-2-(4-methoxybenzyl)phthalazin-1(2H)-one BrC=1C=C2C(=NN(C(C2=CC1)=O)CC1=CC=C(C=C1)OC)OCCO